CNC1=C(C(=NC=C1)C1=CN=C2N1N=C(C=C2)C2=CC(=CC=C2)O[C@H](CN2N=NN=C2)C)C#N 4-(methyl-amino)-2-[6-(3-{[(2S)-1-(1H-tetrazol-1-yl)propan-2-yl]oxy}phenyl)imidazo[1,2-b]pyridazin-3-yl]pyridine-3-carbonitrile